ClC1=C2C(=NC=C1C#CC1=NC=C(C=C1)C)NC=C2 4-chloro-5-((5-methylpyridin-2-yl)ethynyl)-1H-pyrrolo[2,3-b]Pyridine